CC=1C(=NC=CC1)OC[C@@H]1NCC(C1)C 3-methyl-2-(((2R)-4-methylpyrrolidin-2-yl)methoxy)pyridine